Cl.Cl.NCCC=1C=CC(=NC1)N 5-(2-aminoethyl)pyridin-2-amine dihydrochloride